3,3'-Di(9H-carbazol-9-yl)biphenol C1=CC=CC=2C3=CC=CC=C3N(C12)C1=C(C(=CC=C1)O)C=1C(=CC=CC1N1C2=CC=CC=C2C=2C=CC=CC12)O